C(C)C=1N=C2N(C=C(C=C2)C2CCN(CC2)CC2CN(C(O2)=O)C)C1N(C)C=1SC=C(N1)C1=CC=C(C=C1)F 5-((4-(2-ethyl-3-((4-(4-fluorophenyl)thiazol-2-yl)(methyl)amino)imidazo[1,2-a]pyridin-6-yl)piperidin-1-yl)methyl)-3-methyloxazolidin-2-one